1-ethyl-2,2,6,6-tetramethyl-piperazine C(C)N1C(CNCC1(C)C)(C)C